7-hydroxy-3-(4-methoxyphenyl)benzopyran-4-one OC1=CC2=C(C(C(=CO2)C2=CC=C(C=C2)OC)=O)C=C1